ClC1=C(C=CC(=C1)Cl)C1=CC=C(C=C1)C(=O)OCCN(C)C 2',4'-dichloro-4-{[2-(dimethylamino)ethoxy]carbonyl}-[1,1'-biphenyl]